6-bromo-4-{4-[(1H-indol-7-yl)methyl]piperazin-1-yl}-1-methyl-2-oxo-1,2-dihydro-1,5-naphthyridine BrC=1N=C2C(=CC(N(C2=CC1)C)=O)N1CCN(CC1)CC=1C=CC=C2C=CNC12